C(C)(C)N1CCC(CC1)C(=O)NC=1N=CC2=CC=C(C=C2C1)C=1C=NN(C1CN1CCCCC1)C 1-isopropyl-N-(6-(1-methyl-5-(piperidin-1-ylmethyl)-1H-pyrazol-4-yl)isoquinolin-3-yl)piperidine-4-carboxamide